ClC=1C=C(C=C(C1O)Cl)C=1OC(=C(N1)C(=O)OCC)CC ethyl 2-(3,5-dichloro-4-hydroxy-phenyl)-5-ethyl-oxazole-4-carboxylate